dihydroxyl-tert-butoxycarbonyl-piperazine di-tert-butyl-(((6-((2-(1-methylpyrrolidin-2-yl)ethyl)amino)-1,3,5-triazine-2,4-diyl)bis(azanediyl))bis(propane-3,1-diyl))dicarbamate C(C)(C)(C)N(C(O)=O)CCCNC1=NC(=NC(=N1)NCCCN(C(O)=O)C(C)(C)C)NCCC1N(CCC1)C.OC1(N(CCNC1)C(=O)OC(C)(C)C)O